C(O[C@H]1[C@@H](CC1)NC(=O)C=1C=NN2C1N=C(C=C2NC([2H])([2H])[2H])NC=2C(N(C=CC2)N2C=CC=C2)=C=O)([2H])([2H])[2H] N-((1R,2R)-2-(methoxy-d3)cyclobutyl)-7-((methyl-d3)amino)-5-((2-carbonyl-1-(1H-pyrrol-1-yl)-1,2-dihydropyridin-3-yl)amino)pyrazolo[1,5-a]pyrimidine-3-carboxamide